ClC1=CC=C(C=C1)C1=NN=C(C2=CC=CC=C12)N[C@H]1CN(C[C@@H](C1)F)C(=O)OC(C)(C)C tert-butyl (3R,5R)-3-((4-(4-chlorophenyl)phthalazin-1-yl)amino)-5-fluoropiperidine-1-carboxylate